1-[[2-(2,2-difluoroethoxy)pyridin-4-yl]methyl]-3-[(1r,3r)-3-(trifluoromethyl)cyclobutyl]urea FC(COC1=NC=CC(=C1)CNC(=O)NC1CC(C1)C(F)(F)F)F